CN1CCNCCNCCC(CN(C(CNCCC1)C)C)C 7,13,14,16-tetramethyl-1,4,7,11,14-pentaazacyclooctadecane